C(C)(C)C1(C=CC=C1)[La](C1(C=CC=C1)C(C)C)C1(C=CC=C1)C(C)C tri(isopropylcyclopentadienyl)lanthanum (III)